Ethyl 4-((3-chloro-4-phenoxyphenyl) amino)-7-fluoro-1H-indole-2-carboxylate ClC=1C=C(C=CC1OC1=CC=CC=C1)NC1=C2C=C(NC2=C(C=C1)F)C(=O)OCC